(S)-2-((4-chloro-2-fluorobenzyl)oxy)-7,7a,8,9,10,11-hexahydro-5H-pyrazino[2,1-c]pyrido[2,3-e][1,4]oxazepine ClC1=CC(=C(COC=2C=CC3=C(N4[C@H](COC3)CNCC4)N2)C=C1)F